NC[C@H](O)C1=CC=CC=C1 (R)-2-amino-1-phenylethanol